CC=1C=C(C=C(C1)C)SCC(C1=CC=C(C=C1)OC)C1=CC=NC=C1 4-(2-((3,5-dimethylphenyl)thio)-1-(4-methoxyphenyl)ethyl)pyridine